ClC=1C(=NNC1)C1=NC(=NC=C1C(F)(F)F)N[C@@H]1CC[C@H](CC1)N(C(=O)NCC1(CC1)F)C1=NC=C(N=C1)C=1C=NC(=NC1)OC 1-(trans-4-((4-(4-chloro-1H-pyrazol-3-yl)-5-(trifluoromethyl)pyrimidin-2-yl)amino)cyclohexyl)-3-((1-fluorocyclopropyl)methyl)-1-(5-(2-methoxypyrimidin-5-yl)pyrazin-2-yl)urea